samarium xenon 1-Stearoyl-2-oleoyl-sn-glycero-3-phosphocholine C(CCCCCCCCCCCCCCCCC)(=O)OC[C@@H](OC(CCCCCCC\C=C/CCCCCCCC)=O)COP(=O)(O)OCC[N+](C)(C)C.[Xe].[Sm+3]